FC1=CC=C(C=C1)N1CCN(CC1)CC[C@@H]1N(C(C2(C1)CCN(CC2)C(=O)OC)=O)C methyl (R)-3-(2-(4-(4-fluorophenyl)piperazin-1-yl)ethyl)-2-methyl-1-oxo-2,8-diazaspiro[4.5]decane-8-carboxylate